2-[2-(4-fluorophenyl)-1,3-thiazole-5-sulfonylamino]-1,3-benzothiazole-5-carboxylic acid FC1=CC=C(C=C1)C=1SC(=CN1)S(=O)(=O)NC=1SC2=C(N1)C=C(C=C2)C(=O)O